C1(=CC=CC=C1)C(CCN1CCN(CC1)C(=O)OC(C)(C)C)=C tert-butyl 4-(3-phenylbut-3-en-1-yl)piperazine-1-carboxylate